ClC1=C(C=CC=C1Cl)N1CCN(CC1)CCC1CC(C1)N 3-(2-(4-(2,3-dichlorophenyl)piperazin-1-yl)ethyl)cyclobutane-1-amine